OC(C[N+](C)(C)C)CO 2,3-dihydroxypropyl-trimethylammonium